3-(4-chlorophenyl)-7-methylbenzo[e][1,4,3]oxathiazin-1,1-dioxide ClC1=CC=C(C=C1)C=1OC2=C(S(N1)(=O)=O)C=C(C=C2)C